(3S)-Methoxy-1,7-bis(4-hydroxyphenyl)-6E-hepten-5-one COC(=CCCC(CCC1=CC=C(C=C1)O)=O)C1=CC=C(C=C1)O